C=N The molecule is an aldimine and a one-carbon compound. It derives from a formaldehyde. It derives from a hydride of a methane.